N-((S)-4-amino-3,4-dioxo-1-((S)-2-oxopyrrolidin-3-yl)butan-2-yl)-3-((S)-3,3-dimethyl-2-pivalamidobutanoyl)-6,6-dimethyl-3-azabicyclo[3.1.0]hexane-2-carboxamide NC(C([C@H](C[C@H]1C(NCC1)=O)NC(=O)C1C2C(C2CN1C([C@H](C(C)(C)C)NC(C(C)(C)C)=O)=O)(C)C)=O)=O